tert-butyl (E)-2-(4-methoxy-4-carbonylbut-2-ene-1-yl)-2,7-diazaspiro[3.5]nonane-7-carboxylate COC(/C=C/CN1CC2(C1)CCN(CC2)C(=O)OC(C)(C)C)=C=O